FC=1C(=NC=C(C1)F)C=1C=CC(=C(C1)N1CN=CC2=CC(=C(C=C12)OCCCN1CCOCC1)[N+](=O)[O-])F N-(5-(3,5-difluoropyridin-2-yl)-2-fluorophenyl)-7-(3-morpholinopropoxy)-6-nitroquinazoline